ClC=1C=C(C=CC1C(=O)N1CCN(CC1)CC(N1CCNCC1)=O)NC=1C=2N(C=CN1)C(=CN2)C=2C(=NN(C2)CC#N)C(F)(F)F 2-(4-(8-((3-chloro-4-(4-(2-oxo-2-(piperazin-1-yl)ethyl)piperazine-1-carbonyl)phenyl)amino)imidazo[1,2-a]pyrazin-3-yl)-3-(trifluoromethyl)-1H-pyrazol-1-yl)acetonitrile